2,2,2-Trifluoroethyl 2-[ethyl-[[2-methyl-4-(1,1,2,2,2-pentafluoroethyl)phenyl]methyl]amino]-2-oxo-acetate C(C)N(C(C(=O)OCC(F)(F)F)=O)CC1=C(C=C(C=C1)C(C(F)(F)F)(F)F)C